COC(C(CN1CCN(CC1)CC1=C(C=CC(=C1)[N+](=O)[O-])O)(C)C)=O Methyl-3-(4-(2-hydroxy-5-nitrobenzyl)piperazin-1-yl)-2,2-dimethyl-propanoate